[Si](C)(C)(C(C)(C)C)OCCS(=O)(=O)C=1C(=CC(=C(C(=O)OC)C1)F)C methyl 5-((2-((tert-butyldimethylsilyl)oxy)ethyl)sulfonyl)-2-fluoro-4-methylbenzoate